N[C@@H](CC1=C(C=2N=NC=C(C2S1)NCC=1SC=CC1)C)C[C@@H]1C(C1)(F)F 6-[(2R)-2-amino-3-[(1S)-2,2-difluorocyclopropyl]propyl]-7-methyl-N-(thiophen-2-ylmethyl)thieno[3,2-c]pyridazin-4-amine